C(C)(C)(C)[Si](C)(C)OCC12CC(C1)(C2)C2=NC=C(C=N2)Cl tert-butyl-[[3-(5-chloropyrimidin-2-yl)-1-bicyclo[1.1.1]pentanyl]methoxy]-dimethyl-silane